C1(=CC=CC=C1)[C@@H](C)NCCC(O)C1=CC=C(C=C1)OC(F)(F)F 3-[[(1R)-1-phenylethyl]amino]-1-[4-(trifluoromethoxy)phenyl]propan-1-ol